NC1CCN(CC1)C1=C(C(=C(C(=N1)SC(C(=O)N)C1=NC=CC=C1F)C#N)CC)C#N 2-((6-(4-aminopiperidin-1-yl)-3,5-dicyano-4-ethylpyridin-2-yl)sulfanyl)-2-(3-fluoropyridin-2-yl)acetamide